3-(((tert-butyldimethylsilyl)-oxy)methyl)aniline [Si](C)(C)(C(C)(C)C)OCC=1C=C(N)C=CC1